(S)-6-(cyclopropanecarboxamido)-4-((2-methoxy-3-(1-(spiro[2.4]heptan-4-yl)-1H-pyrazol-4-yl)phenyl)amino)nicotinamide C1(CC1)C(=O)NC1=NC=C(C(=O)N)C(=C1)NC1=C(C(=CC=C1)C=1C=NN(C1)[C@@H]1C2(CC2)CCC1)OC